1,2-di(undecanoyl)-sn-glycero-3-phosphocholine C(CCCCCCCCCC)(=O)OC[C@@H](OC(CCCCCCCCCC)=O)COP(=O)([O-])OCC[N+](C)(C)C